CNS(=O)(=O)C1=CC(=CC(=C1)C=1N=C2C(=NC1)NC=C2C=2C=NN(C2)CCN2CCOCC2)N2[C@@H](CCC2)C (R)-N-methyl-3-(2-methylpyrrolidin-1-yl)-5-(7-(1-(2-morpholinoethyl)-1H-pyrazol-4-yl)-5H-pyrrolo[2,3-b]pyrazin-2-yl)benzenesulfonamide